(R)-N-(1-methyl-1H-pyrazol-4-yl)-6-(3-phenylisoxazolidin-2-yl)pyrimidin-4-amine CN1N=CC(=C1)NC1=NC=NC(=C1)N1OCC[C@@H]1C1=CC=CC=C1